2-methylbuten-e-en CC(=C)C=C